Tert-butyl (S)-6-(2-(4-(5-chloro-2-(1H-tetrazol-1-yl) phenyl)-2,3-dioxopiperazin-1-yl)-3-phenylpropionamido)-1H-indole-2-carboxylate ClC=1C=CC(=C(C1)N1C(C(N(CC1)[C@H](C(=O)NC1=CC=C2C=C(NC2=C1)C(=O)OC(C)(C)C)CC1=CC=CC=C1)=O)=O)N1N=NN=C1